C1(CC1)C1=C(C(=NC2=CC(=CC=C12)I)N)C cyclopropyl-(methyl)-7-iodoquinolin-2-amine